1-benzyl-N-(2-bromo-5-chloro-phenyl)-2-methyl-6-(1-methyltriazol-4-yl)piperidine-4-carboxamide C(C1=CC=CC=C1)N1C(CC(CC1C=1N=NN(C1)C)C(=O)NC1=C(C=CC(=C1)Cl)Br)C